1-(5-[(5-chlorothiophen-2-yl)methyl]amino-3-(pyrrolidin-3-yl)-1H-pyrazol-1-yl)-2,2-dimethylpropan-1-one ClC1=CC=C(S1)CNC1=CC(=NN1C(C(C)(C)C)=O)C1CNCC1